4-(4-fluoro-2-methoxy-phenoxy)-N-(3-methylsulfinylphenyl)-6-(trifluoromethyl)pyridine-3-carboxamide FC1=CC(=C(OC2=C(C=NC(=C2)C(F)(F)F)C(=O)NC2=CC(=CC=C2)S(=O)C)C=C1)OC